FC1=C(C=C(C=C1)F)C1=CC=C(C=C1)CC(=O)N(C=1SC(=C(N1)C)S(N)(=O)=O)C([2H])([2H])[2H] (2',5'-difluoro-[1,1'-biphenyl]-4-yl)-N-(methyl-d3)-N-(4-methyl-5-sulfamoylthiazol-2-yl)acetamide